(R)-6-chloro-3-((1-(2-cyano-7-methyl-3-(1-oxidothiomorpholino)quinoxalin-5-yl)ethyl)amino)picolinic acid ClC1=CC=C(C(=N1)C(=O)O)N[C@H](C)C1=C2N=C(C(=NC2=CC(=C1)C)C#N)N1CCS(CC1)=O